2-(3-fluorophenyl)acetyl chloride FC=1C=C(C=CC1)CC(=O)Cl